C(C)(C)(C)C1=C(C(=CC(=C1)C)C(C)(C)C)O 2,6-di-tert-butyl-4-methyl-phenol